(4R,5S,6R)-3-((3S,5S)-5-((R)-3-Aminopyrrolidine-1-carbonyl)pyrrolidin-3-ylthio)-6-((R)-1-(2-guanidinoacetamido)ethyl)-4-methyl-7-oxo-1-azabicyclo[3.2.0]hept-2-ene-2-carboxylic acid N[C@H]1CN(CC1)C(=O)[C@@H]1C[C@@H](CN1)SC1=C(N2C([C@@H]([C@H]2[C@H]1C)[C@@H](C)NC(CNC(=N)N)=O)=O)C(=O)O